1-[4-(morpholin-4-yl)phenyl]pyrrolidin-2-one N1(CCOCC1)C1=CC=C(C=C1)N1C(CCC1)=O